COC=1C=C2C=CNC2=C(C1)C 5-methoxy-7-methyl-1H-indole